(S)-3-Chloro-N-(8,9-difluoro-6-oxo-1,4,5,6-tetrahydro-2H-pyrano[3,4-c]isoquinolin-1-yl)-N-methylindolizine-7-carboxamide ClC1=CC=C2C=C(C=CN12)C(=O)N(C)[C@@H]1COCC=2NC(C=3C=C(C(=CC3C21)F)F)=O